OC1(CC=C(C(=O)C2=CC=CC=C2)C=C1)O 4,4-dihydroxybenzophenone